N-(2-(2,6-dioxo-piperidin-3-yl)-3-oxoisoindolin-5-yl)-4-(trifluoro-methyl)benzene-sulfonamide O=C1NC(CCC1N1CC2=CC=C(C=C2C1=O)NS(=O)(=O)C1=CC=C(C=C1)C(F)(F)F)=O